C(C)OC(=O)C1(CCN(CC1)C(=O)OC(C)(C)C)CC=O 4-(2-oxoethyl)-piperidine-1,4-dicarboxylic acid 1-tert-butyl 4-ethyl ester